COC1=C(C=CC=C1)CCN1[C@@H]([C@H]([C@@H]([C@H](C1)O)O)O)C (2R,3R,4R,5S)-1-(2-methoxyphenylethyl)-2-methylpiperidine-3,4,5-triol